NC1=C(C=C(C(=C1)N)C)OC1=C(C=C(C(=C1)C)N)N 2,4-diamino-5-methylphenylether